tert-butyl (4-fluoro-1-methylisoquinolin-5-yl)carbamate FC1=CN=C(C2=CC=CC(=C12)NC(OC(C)(C)C)=O)C